1-(6-methylindoline-1-carbonyl)-4-[2-oxo-2-(N-phenylanilino)ethyl]piperidine-4-carboxylic acid CC1=CC=C2CCN(C2=C1)C(=O)N1CCC(CC1)(C(=O)O)CC(N(C1=CC=CC=C1)C1=CC=CC=C1)=O